2-(4-(6-isopropoxy-1-methyl-2,3-dioxo-2,3-dihydropyrido[2,3-b]pyrazin-4(1H)-yl)piperidin-1-yl)pyrimidine-5-carbonitrile C(C)(C)OC=1C=CC2=C(N(C(C(N2C)=O)=O)C2CCN(CC2)C2=NC=C(C=N2)C#N)N1